COC(=O)C1=NN(C=C1N)C amino-1-methyl-1H-pyrazole-3-carboxylic acid methyl ester